(Z)-2-(5-Fluoro-1-(4-(4-methoxybenzoyl)benzylidene)-2-methyl-1H-inden-3-yl)acetic acid FC=1C=C2C(=C(/C(/C2=CC1)=C/C1=CC=C(C=C1)C(C1=CC=C(C=C1)OC)=O)C)CC(=O)O